ClC=1C(N(N=CC1Cl)C1CCN(CC1)C(C1=NC(=NO1)C1CC1)C1CC1)=O 4,5-dichloro-2-[1-[cyclopropyl-(3-cyclopropyl-1,2,4-oxadiazol-5-yl)methyl]-4-piperidyl]pyridazin-3-one